9H-pyrido[3,4-b]indole-3-carboxylic acid C1=NC(=CC2=C1NC1=CC=CC=C21)C(=O)O